CC=1N=C(SC1C(=O)OCCC)C(=O)N1C[C@H](CC1)NC1=NC=CC2=CC=C(C=C12)C1=NOC(=N1)C Propyl (S)-4-methyl-2-(3-((7-(5-methyl-1,2,4-oxadiazol-3-yl)isoquinolin-1-yl)amino)pyrrolidine-1-carbonyl)thiazole-5-carboxylate